N-(1-(naphthalen-1-yl)ethyl)propan-1-amine C1(=CC=CC2=CC=CC=C12)C(C)NCCC